OC1(CCCC1)CN1CCC(CC1)CN1N=C(C=CC1=O)N1N=CC=C1 2-[[1-[(1-hydroxycyclopentyl)methyl]piperidin-4-yl]methyl]-6-pyrazol-1-ylpyridazin-3-one